C(C)(C)(C)[Sn](OC(C)(C)CC)(OC(C)(C)CC)OC(C)(C)CC t-butyltri-t-amyloxytin